(R)-3-(aminomethyl)-1-Boc-pyrrolidine NC[C@@H]1CN(CC1)C(=O)OC(C)(C)C